C1(CCCCC1)NC(CC)S(=O)(=O)O N-cyclohexyl-aminopropanesulfonic acid